N-tert-butyl-5-[[2-(5-chloro-2-hydroxy-phenyl)acetyl]amino]-2-hydroxy-benzamide C(C)(C)(C)NC(C1=C(C=CC(=C1)NC(CC1=C(C=CC(=C1)Cl)O)=O)O)=O